(8S,9aR)-2-(azetidin-3-yl)-8-(2,3-dichloro-6-hydroxyphenyl)-octahydro-1H-pyrido[1,2-a]pyrazine-1,4-dione N1CC(C1)N1C([C@@H]2N(C(C1)=O)CC[C@@H](C2)C2=C(C(=CC=C2O)Cl)Cl)=O